N-[(4-cyclopropyl-3-fluorophenyl)(phenyl)methyl]-4-fluoro-1-[2-(1-methyl-2-oxo-2,3-dihydro-1H-indol-3-yl)acetyl]pyrrolidine-2-carboxamide C1(CC1)C1=C(C=C(C=C1)C(NC(=O)C1N(CC(C1)F)C(CC1C(N(C2=CC=CC=C12)C)=O)=O)C1=CC=CC=C1)F